5-(3-furoyl)amino-3-(1-azabicyclo[5.4.0]undec-3-en-4-yl)-benzofuran O1C=C(C=C1)C(=O)NC=1C=CC2=C(C(=CO2)C2=CCN3CCCCC3CC2)C1